tert-butyl 2-(2-hydroxy-4-isopropylphenyl)-2,3,4,5a,6,7,8,9-octahydro-5H-1,2,5,7-tetraazabenzo[cd]azulene-5-carboxylate OC1=C(C=CC(=C1)C(C)C)N1N=C2CCNCC3C2=C1CCN3C(=O)OC(C)(C)C